5-Methoxy-2-nitro-4-(trifluoroacetylamino)benzoic acid COC=1C(=CC(=C(C(=O)O)C1)[N+](=O)[O-])NC(C(F)(F)F)=O